N-(1-methyl-1H-pyrrolo[2,3-b]pyridin-3-yl)-4-(piperazin-1-yl)-2,3-dihydro-1H-pyrrolo[2,3-b]pyridine-1-carboxamide 2,2,2-trifluoroacetate FC(C(=O)O)(F)F.CN1C=C(C=2C1=NC=CC2)NC(=O)N2CCC=1C2=NC=CC1N1CCNCC1